C(C)C(=O)C.[P] phosphorus methyl ethyl ketone